8-chloro-3-(4-(difluoromethoxy)phenyl)-3,7-dihydro-1H-purine-2,6-dione ClC1=NC=2N(C(NC(C2N1)=O)=O)C1=CC=C(C=C1)OC(F)F